S1C=NC2=C1CCC2NC(=O)C2=CN=C1N2N=C(C=C1NC)NC=1C(N(C=CC1)C1=NC=CC=C1)=O N-(5,6-dihydro-4H-cyclopenta[d]thiazol-4-yl)-8-(methylamino)-6-((2-oxo-2H-[1,2'-bipyridin]-3-yl)amino)imidazo[1,2-b]pyridazine-3-carboxamide